ClC1=CC=C(OC2=CC(=C(C=C2)[C@@](CN2N=CN=C2)(C)O)C(F)(F)F)C=C1 (2R)-2-[4-(4-chlorophenoxy)-2-(trifluoromethyl)phenyl]-1-(1,2,4-triazol-1-yl)propan-2-ol